2-fluoro-2',6'-dimethoxy-[1,1'-biphenyl]-4-sulfonyl chloride FC1=C(C=CC(=C1)S(=O)(=O)Cl)C1=C(C=CC=C1OC)OC